tert-Butyl ((1-(4-(1,3-dioxoisoindolin-2-yl)butyl)pyrrolidin-2-yl)methyl)carbamate O=C1N(C(C2=CC=CC=C12)=O)CCCCN1C(CCC1)CNC(OC(C)(C)C)=O